4-methoxy-2-methyl-indol COC1=C2C=C(NC2=CC=C1)C